C(CCCCCCC\C=C/C\C=C/C\C=C/CC)O α-linolenyl alcohol